5-bromo-2-((triethylsilyl)ethynyl)pyridine BrC=1C=CC(=NC1)C#C[Si](CC)(CC)CC